ClC1=C2C(=NC=C1C=1C=CC=3N(C1)C=C(N3)NC(=O)[C@H]3[C@H](C3)F)NC=C2 (1s,2s)-N-(6-(4-chloro-1H-pyrrolo[2,3-b]pyridin-5-yl)imidazo[1,2-a]pyridin-2-yl)-2-fluorocyclopropanecarboxamide